Tert-butyl 2-(4-(4-butyl-1H-1,2,3-triazol-1-yl)benzoyl)hydrazine-1-carboxylate C(CCC)C=1N=NN(C1)C1=CC=C(C(=O)NNC(=O)OC(C)(C)C)C=C1